OCC1(CC1)CC=O 2-(1-(hydroxymethyl)cyclopropyl)acetaldehyde